NC1=C(C(=NN1C1CC(C1)=O)C1=CC=C2C=CC(=NC2=C1)C1=CC=CC=C1)C#N 5-Amino-1-(3-oxocyclobutyl)-3-(2-phenylquinolin-7-yl)-1H-pyrazole-4-carbonitrile